1-((2-aminopyridin-4-yl)methyl)-4-(1-(4-(trifluoromethyl)phenyl)-1H-pyrazolo[3,4-b]pyridin-3-yl)pyridin-2(1H)-one NC1=NC=CC(=C1)CN1C(C=C(C=C1)C1=NN(C2=NC=CC=C21)C2=CC=C(C=C2)C(F)(F)F)=O